FC1=C(C=C(C=C1)C1=CC=C(C=C1)C(=O)NC1=CC(=C(C=C1)O)NS(=O)(=O)C1=CC=C(C=C1)F)S(N)(=O)=O 4'-fluoro-N-(3-((4-fluorophenyl)sulfonylamino)-4-hydroxyphenyl)-3'-sulfamoyl-[1,1'-biphenyl]-4-carboxamide